di(fluoromethyl) ether FCOCF